ClCCN1N=CC=C1 1-(2-chloroethyl)pyrazole